5-chloro-N-{[4-(cyclopropyloxy)pyrimidin-5-yl]methyl}-6-(1,1-difluoroethyl)pyridine-3-carboxamide ClC=1C=C(C=NC1C(C)(F)F)C(=O)NCC=1C(=NC=NC1)OC1CC1